C(C)(C)(C)OC(=O)N[C@H](C(=O)OC)C[C@@H]1C(NC[C@H]1C=C)=O Methyl (S)-2-((tert-butoxycarbonyl)amino)-3-((3S,4S)-2-oxo-4-vinylpyrrolidin-3-yl)propanoate